tert-butyl 4-((3-(2,4-dioxotetrahydropyrimidin-1(2H)-yl)pyrazolo[1,5-a]pyridin-5-yl)methyl)azepane-1-carboxylate O=C1N(CCC(N1)=O)C=1C=NN2C1C=C(C=C2)CC2CCN(CCC2)C(=O)OC(C)(C)C